(R)-N-(1-(6,7-Difluoro-1-oxo-1,2-dihydroisoquinolin-4-yl)ethyl)-N-methyl-4,5,6,7-tetrahydro-1H-indole-2-carboxamide FC=1C=C2C(=CNC(C2=CC1F)=O)[C@@H](C)N(C(=O)C=1NC=2CCCCC2C1)C